ClCC1=NC(=NO1)C1=CC=C(C=C1)OC1=NC=C(C=C1)C(F)(F)F 5-(chloromethyl)-3-(4-((5-(trifluoromethyl)pyridin-2-yl)oxy)phenyl)-1,2,4-oxadiazole